(S)-2-((tert-Butoxycarbonyl)amino)-3-(3-cyclopentyl-4-(cyclopentyloxy)phenyl)-propionic acid methyl ester COC([C@H](CC1=CC(=C(C=C1)OC1CCCC1)C1CCCC1)NC(=O)OC(C)(C)C)=O